3-cyclobutoxy-4-(4-methylpiperazin-1-yl)aniline C1(CCC1)OC=1C=C(N)C=CC1N1CCN(CC1)C